FC(OC1=C(C(=O)N[C@H]2[C@H](C2)F)C(=CC(=C1)C1=CN=C2N1C=CC(=C2)C2COC2)OC)F 2-(difluoromethoxy)-N-[(1R,2S)-2-fluorocyclopropyl]-6-methoxy-4-[7-(oxetan-3-yl)imidazo[1,2-a]pyridin-3-yl]benzamide